(1S)-8-fluoro-quinoline-3-carboxamide FC=1C=CC=C2C=C(C=NC12)C(=O)N